1-[2-(tert-butoxycarbonylamino)ethyl]-4-nitro-pyrrole-2-carboxylic acid ethyl ester C(C)OC(=O)C=1N(C=C(C1)[N+](=O)[O-])CCNC(=O)OC(C)(C)C